(2S)-4-{[3-(2,4-dioxo-1,3-diazinan-1-yl)-Tert-butyl 1-methyl-1H-indazol-5-yl]methyl}-2-methylpiperazine-1-carboxylate O=C1N(CCC(N1)=O)C1=NN(C2=CC=C(C(=C12)C(C)(C)C)CN1C[C@@H](N(CC1)C(=O)[O-])C)C